ClC1=C(C=CC(=C1I)F)N(S(=O)(=O)CCCF)COCC[Si](C)(C)C N-(2-chloro-4-fluoro-3-iodophenyl)-3-fluoro-N-((2-(trimethylsilyl)ethoxy)methyl)propane-1-sulfonamide